NC=1C2=C(NC(C1C1=NC3=C(N1)C=C(C=C3)N3CCN(CCC3)C)=O)C=C[Se]2 7-amino-6-(6-(4-methyl-1,4-diazepan-1-yl)-1H-benzo[d]imidazol-2-yl)selenopheno[3,2-b]pyridin-5(4H)-one